6-(3,6-diazabicyclo[3.1.1]heptan-3-yl)-7-fluoro-6-(2-hydroxy-2-methylpropyloxy)pyrazolo[1,5-a]pyridine-3-carbonitrile C12CN(CC(N1)C2)C2(C=CC=1N(C2F)N=CC1C#N)OCC(C)(C)O